tert-butyl N-[5-(ethylsulfanyl)-6-[3-methyl-6-(1,1,2,2,2-pentafluoroethyl)imidazo[4,5-b]pyridin-2-yl]pyridin-3-yl]carbamate C(C)SC=1C=C(C=NC1C1=NC=2C(=NC=C(C2)C(C(F)(F)F)(F)F)N1C)NC(OC(C)(C)C)=O